S(=O)(=O)(O)C(=O)[C@H](O)[C@H](O)[C@H](O)CO sulfo-ribose